FC(C=1OC(=CN1)C=O)(F)F 2-(trifluoro-methyl)oxazole-5-carbaldehyde